ClC1=C(C=C(C=C1)F)C1NC(C=2C=3C(=NN(C3C=C(C21)NC(C2=CC(=CC(=C2)C(F)(F)F)F)=O)CC(F)F)C([2H])([2H])[2H])=O N-(6-(2-chloro-5-fluorophenyl)-3-(2,2-difluoroethyl)-1-(methyl-d3)-8-oxo-3,6,7,8-tetrahydropyrrolo[3,4-e]indazol-5-yl)-3-fluoro-5-(trifluoromethyl)benzamide